S1C(=NC2=C1C=CC=C2)SCC(=O)NCC2=CC(=C(C=C2)O)O 2-(benzo[d]thiazol-2-ylsulfanyl)-N-(3,4-dihydroxybenzyl)acetamide